2-amino-4-(furan-2-yl)-7-((2-(trifluoromethyl)phenyl)methyl)-5H,7H-furo[3,4-d]pyrimidin-5-one NC=1N=C(C2=C(N1)C(OC2=O)CC2=C(C=CC=C2)C(F)(F)F)C=2OC=CC2